CC1(C[N+](=CC=C1)CC)C 3-methyl-ethyl-3-methyl-pyridinium